((R)-1-(((R)-(2-((S)-((tert-butoxycarbonyl) amino) (4,4-difluorocyclohexyl) methyl) imidazo[1,2-b]pyridazin-7-yl) (cyclopropyl) methyl) amino)-3-methylbutan-2-yl) carbamate C(N)(O[C@@H](CN[C@H](C1CC1)C1=CC=2N(N=C1)C=C(N2)[C@H](C2CCC(CC2)(F)F)NC(=O)OC(C)(C)C)C(C)C)=O